CC1(CCC(CC1)NC)N 1,N4-dimethylcyclohexane-1,4-diamine